ClCCOC(CC1(CN2C(C=3C=CC=CC13)=CC=1C(=CC(=CC12)C)C)C)=O 2-chloroethyl-2-(5,9,11-trimethyl-5,6-dihydroindolo[2,1-a]isoquinolin-5-yl)acetate